C(CCCCCCCC)N1CCCCC1 N-nonylpiperidine